O[C@@H]1[C@H](CCC1)OCC1=NC=C(C=N1)C1=C(C2=C(N=C(S2)NC(=O)C2CC(C2)N2[C@H](CN(CC2)C(=O)OC(C)(C)C)C)C=C1)OC tert-Butyl (S)-4-((1s,3R)-3-((6-(2-((((1S,2S)-2-hydroxycyclopentyl)oxy)methyl)pyrimidin-5-yl)-7-methoxybenzo[d]thiazol-2-yl)carbamoyl)cyclobutyl)-3-methylpiperazine-1-carboxylate